(S)-6-(6-(difluoromethyl)imidazo[1,2-a]pyrazin-3-yl)-N-(4,4-difluoropiperidin-3-yl)pyridin-2-amine FC(C=1N=CC=2N(C1)C(=CN2)C2=CC=CC(=N2)N[C@H]2CNCCC2(F)F)F